3-bromo-N-(1-((2-chloro-5-fluorobenzyl)oxy)-2-methylpropan-2-yl)-1-methyl-1H-pyrrolo[2,3-b]pyridine-5-carboxamide BrC1=CN(C2=NC=C(C=C21)C(=O)NC(COCC2=C(C=CC(=C2)F)Cl)(C)C)C